(4-((1s,2r)-2-isopropylcyclopropyl)pyrazolo[1,5-b]pyridazin-6-yl)pyrimidine-2,4(1h,3h)-dione C(C)(C)[C@@H]1[C@H](C1)C=1C=2N(N=C(C1)N1C(NC(C=C1)=O)=O)N=CC2